Cyclohexylhydroxydiazen-1-oxid C1(CCCCC1)N=[N+](O)[O-]